(E)-5-(2-(6-(methyl-(piperidin-4-yl)amino)-pyridazin-3-yl)vinyl)-pyridin-2(1H)-one CN(C1=CC=C(N=N1)/C=C/C=1C=CC(NC1)=O)C1CCNCC1